(5-((6,7-dimethoxyquinazolin-4-yl)(methyl)amino)pentyl)sulfonamide COC=1C=C2C(=NC=NC2=CC1OC)N(CCCCCS(=O)(=O)N)C